(2S,4R)-4-hydroxy-6-(trifluoromethyl)-N-(3-{4-[5-(trifluoromethyl)pyridin-2-yl]-1H-pyrazol-1-yl}bicyclo[1.1.1]pentan-1-yl)-3,4-dihydro-2H-1-benzopyran-2-carboxamide O[C@@H]1C[C@H](OC2=C1C=C(C=C2)C(F)(F)F)C(=O)NC21CC(C2)(C1)N1N=CC(=C1)C1=NC=C(C=C1)C(F)(F)F